methyl 4-bromo-1-methyl-imidazole-2-carboxylate BrC=1N=C(N(C1)C)C(=O)OC